(S)-2-(dimethylamino)-N-(2-(1-(6-ethoxy-5-methoxypyridin-2-yl)-2-(methylsulfonyl)ethyl)-7-fluoro-1,3-dioxoisoindolin-4-yl)acetamide CN(CC(=O)NC1=C2C(N(C(C2=C(C=C1)F)=O)[C@H](CS(=O)(=O)C)C1=NC(=C(C=C1)OC)OCC)=O)C